p-dimethylaminobenzoic acid-2-ethylhexyl ester C(C)C(COC(C1=CC=C(C=C1)N(C)C)=O)CCCC